[1-[[(3R)-4-[4-Chloro-2-(5-fluoro-2-pyridyl)-1H-imidazol-5-yl]-3-methyl-3,6-dihydro-2H-pyridin-1-yl]sulfonyl]azetidin-3-yl]methanol ClC=1N=C(NC1C=1[C@H](CN(CC1)S(=O)(=O)N1CC(C1)CO)C)C1=NC=C(C=C1)F